1-[(4-chlorophenyl)methyl]-7-(3-methoxypropyl)-4-methyl-2-[3-(trifluoromethoxy)phenoxy]-1H,4H,5H,6H,7H,8H-imidazo[4,5-e][1,4]diazepine-5,8-dione ClC1=CC=C(C=C1)CN1C(=NC=2N(C(CN(C(C21)=O)CCCOC)=O)C)OC2=CC(=CC=C2)OC(F)(F)F